CC=1N(C(=CC1)C)C1=C(C=C2C(=N1)C=C(N2)CN2C(C1=CC=CC=C1CC2)=O)C 2-[[5-(2,5-dimethylpyrrol-1-yl)-6-methyl-1H-pyrrolo[3,2-b]pyridin-2-yl]methyl]-3,4-dihydroisoquinolin-1-one